FC=1C=CC=C2C(=CN(C12)COCC[Si](C)(C)C)B1OC(C(O1)(C)C)(C)C 7-fluoro-3-(4,4,5,5-tetramethyl-1,3,2-dioxaborolan-2-yl)-1-((2-(trimethylsilyl)ethoxy)methyl)-1H-indole